CN1N=CC(=C(C1=O)C)N[C@@H]1C[C@@H](CN(C1)C)C1=CC=C(C(=O)N2CCC3(CC2)CCN(CC3)C3=C(C=C(C=C3)C3C(NC(CC3)=O)=O)F)C=C1 3-[4-[3-[4-[(3R,5R)-5-[(1,5-dimethyl-6-oxo-pyridazin-4-yl)amino]-1-methyl-3-piperidyl]benzoyl]-3,9-diazaspiro[5.5]undecan-9-yl]-3-fluoro-phenyl]piperidine-2,6-dione